COC=1C=C(CCNC(=O)C=2OC=C(N2)C2=NC(=NC=C2C)NC2=CC=NN2C)C=CC1 N-(3-methoxyphenethyl)-4-(5-methyl-2-((1-methyl-1H-pyrazol-5-yl)amino)pyrimidin-4-yl)oxazole-2-carboxamide